NC=1N=CC2=C(N1)N1C(C(=C2)C=2C=C(C=CC2F)NS(=O)(=O)C=2C(=NC=C(C2)Cl)OC)=NN=C1 N-(3-(2-Amino-[1,2,4]triazolo[4',3':1,6]pyrido[2,3-d]pyrimidin-6-yl)-4-fluorophenyl)-5-chloro-2-methoxypyridine-3-sulfonamide